NC=1N=C(C=C2C=C(N=CC12)NC(=O)[C@H]1[C@@H](C1)C(=O)N(C)C)C=1C=NC=CC1C |r| (±)-trans-N1-(8-amino-6-(4-methylpyridin-3-yl)-2,7-naphthyridin-3-yl)-N2,N2-bisMethylcyclopropane-1,2-dicarboxamide